Cl.COC1=CC=C(C=C1)C1NCC(C1C(=O)O)C1=CC2=C(C=C1)OCO2 2-(p-methoxyphenyl)-4-[3,4-(methylenedioxy)phenyl]-3-pyrrolidinecarboxylic acid, monohydrochloride